1-[(4S)-8-chlorochroman-4-yl]-3-[2-(4-pyrrolidin-2-ylphenyl)thiazol-4-yl]urea hydrochloride Cl.ClC=1C=CC=C2[C@H](CCOC12)NC(=O)NC=1N=C(SC1)C1=CC=C(C=C1)C1NCCC1